tert-butyl 4-[[4,5-dichloro-2-(prop-2-en-1-yloxy)phenyl](hydroxy)methyl]azepane-1-carboxylate ClC1=CC(=C(C=C1Cl)C(C1CCN(CCC1)C(=O)OC(C)(C)C)O)OCC=C